CS(=O)(=O)N1C(N(C=C1)S(=O)(=O)C)=NN=NC1=CC=C(C=O)C=C1 4-((1,3-bis(methylsulfonyl)-1,3-dihydro-2H-imidazol-2-ylidene)triaz-1-en-yl)benzaldehyde